FC(=C(C(=C(F)F)F)F)F hexafluorobutadiene